FC1=CC2=C(N=C(S2)N2CCNCC2)C=C1 6-fluoro-2-piperazin-1-yl-1,3-benzothiazole